CN1C(C(=C(C2=CC(=C(C=C12)[N+](=O)[O-])C)N1CCC(CC1)C=1OC2=C(N1)C=C(C=C2)C)C(=O)N)=O 1,6-dimethyl-4-[4-(5-methyl-1,3-benzoxazol-2-yl)piperidin-1-yl]-7-nitro-2-oxo-1,2-dihydroquinoline-3-carboxamide